NC1=NC(=NC(=N1)N)C1=C(C=CC(=C1)F)O 2-(4,6-diamino-1,3,5-triazin-2-yl)-4-fluoro-phenol